The molecule is an n-alkanal resulting from the oxidation of the alcoholic hydroxy group of heptan-1-ol to the corresponding aldehyde. An endogenous aldehyde coming from membrane lipid oxidation, it is found in the blood of lung cancer patients and has been regarded as a potential biomarker of lung cancer. It has a role as a biomarker. It is a saturated fatty aldehyde, a n-alkanal and a medium-chain fatty aldehyde. CCCCCCC=O